6-(2-Methylimidazo[1,2-a]pyridin-6-yl)-2-(piperidin-4-yl)[1,3]thiazolo[4,5-c]pyridin CC=1N=C2N(C=C(C=C2)C2=CC3=C(C=N2)N=C(S3)C3CCNCC3)C1